7-Bromo-1,5-dihydropyrido[2,3-e][1,4]oxazepin-2(3H)-one BrC1=CC2=C(NC(COC2)=O)N=C1